FC1(CN(CC12CNC2)C=2C=C(C=C1C=NC(=NC21)N[C@H]2[C@@H](CN(CC2)S(=O)(=O)C)O)C(F)F)F |r| racemic-(3R,4R)-4-((8-(8,8-difluoro-2,6-diazaspiro[3.4]octan-6-yl)-6-(difluoromethyl)quinazolin-2-yl)amino)-1-(methylsulfonyl)piperidin-3-ol